(2-chloro-6-nitro-phenyl)pyrazole ClC1=C(C(=CC=C1)[N+](=O)[O-])C1=NNC=C1